methyl 6-(cyclopentyloxy)-2-((tetrahydrofuran-3-yl)methyl)-2H-pyrazolo[3,4-b]pyridine-5-carboxylate C1(CCCC1)OC=1C(=CC=2C(N1)=NN(C2)CC2COCC2)C(=O)OC